FC=1C=C(CN2N=CC(=C2)C=2C(=C(C(=CC2)O)N2CC(NS2(=O)=O)=O)F)C=C(C1)F 5-(3-(1-(3,5-difluorobenzyl)-1H-pyrazol-4-yl)-2-fluoro-6-hydroxyphenyl)-1,2,5-thiadiazolidin-3-one 1,1-dioxide